C1(CCCC1)N1C(N(C=2C=NC(=CC21)NC2=CC=C(C=C2)O)C)=O 1-Cyclopentyl-6-((4-hydroxyphenyl)amino)-3-methyl-1,3-dihydro-2H-imidazo[4,5-c]pyridin-2-one